Diethyl (5-{[1-(3-cyanophenyl)ethyl]sulfanyl}-7-{[(1R)-1-(hydroxymethyl)-3-methylbutyl]amino}[1,3]thiazolo[4,5-d]pyrimidin-2-yl)amidophosphate C(#N)C=1C=C(C=CC1)C(C)SC=1N=C(C2=C(N1)N=C(S2)NP(=O)(OCC)OCC)N[C@H](CC(C)C)CO